n-nonadecan CCCCCCCCCCCCCCCCCCC